3-(5-(2-(bicyclo[2.2.2]octan-1-yl)-1-methyl-1H-imidazol-4-yl)-1-oxoisoindolin-2-yl)piperidine-2,6-dione chloride [Cl-].C12(CCC(CC1)CC2)C=2N(C=C(N2)C=2C=C1CN(C(C1=CC2)=O)C2C(NC(CC2)=O)=O)C